pyrimidine ls-2'-O-methylcytidine-3'-phosphate P(=O)(O)(O)O[C@H]1[C@H]([C@@H](O[C@@H]1CO)N1C(=O)N=C(N)C=C1)OC.N1=CN=CC=C1